1-(2-ethoxypyridin-4-yl)-3-methylcyclobutane-1-carboxylic acid hydrazide C(C)OC1=NC=CC(=C1)C1(CC(C1)C)C(=O)NN